methylene-acrylic acid C=C=CC(=O)O